3-(3-(2-fluorophenyl)acryloyl)oxazolidin-2-one FC1=C(C=CC=C1)C=CC(=O)N1C(OCC1)=O